COC1=CC=C(C=C1)C(OC[C@]12O[C@H]([C@H](N(C1)C1=NC=C(C=N1)Cl)[C@@H]2O)N2C(NC(C(=C2)C)=O)=O)(C2=CC=CC=C2)C2=CC=C(C=C2)OC 1-[(1R,3R,4R,7S)-1-[[bis(4-methoxyphenyl)-phenyl-methoxy]methyl]-5-(5-chloropyrimidin-2-yl)-7-hydroxy-2-oxa-5-azabicyclo[2.2.1]heptan-3-yl]-5-methyl-pyrimidine-2,4-dione